3-methoxy-4-(2-chloro-5-methylbenzamido)benzoic acid COC=1C=C(C(=O)O)C=CC1NC(C1=C(C=CC(=C1)C)Cl)=O